N1=C(C=CC=C1)NCCNC1=NC(=NC=N1)C1=CC(=NC=C1)OCCCCO 4-{[4-(4-{[2-(pyridin-2-ylamino)ethyl]Amino}-1,3,5-triazin-2-yl)pyridin-2-yl]Oxy}butan-1-ol